C(C1=CC=CC=C1)(=O)OCCCCCCCC(C)C iso-decyl benzoate